FC=1C=C(C=C(C1)F)[C@@H]1CC[C@H]2OC3(C(N21)=O)CCN(CC3)C(=O)C3=CN=C2N3C=CN=C2 (5'S,7a'R)-5'-(3,5-difluoro-phenyl)-1-(imidazo[1,2-a]pyrazine-3-carbonyl)-tetrahydro-3'H-spiro-[piperidine-4,2'-pyrrolo-[2,1-b]oxazol]-3'-one